OC(=O)C(F)(F)F.CCCCCCC heptane TFA salt